ClC=1C=C(C=CC1)SC=1N=NC(=C(C1C(=O)O)C)C 3-[(3-Chlorophenyl)thio]-5,6-dimethylpyridazine-4-carboxylic acid